COC1=CC(=C(C=C1OC)NC(=O)C=1OC2=CC=CC=C2C(C1)=O)C(NC1=CC=C(C=C1)CCN(CC1=CN=CS1)CC=1C=C2C=NN(C2=CC1)C)=O N-(4,5-Dimethoxy-2-((4-(2-(((1-methyl-1H-indazol-5-yl)methyl)(thiazol-5-ylmethyl)amino)ethyl)phenyl)carbamoyl)phenyl)-4-oxo-4H-chromene-2-carboxamide